(R)-4-((1,3-dimethyl-6-(2-methylpyridin-4-yl)-2-oxo-2,3-dihydro-1H-benzo[d]imidazol-5-yl)amino)-2-(2,6-dioxopiperidin-3-yl)isoindoline-1,3-dione CN1C(N(C2=C1C=C(C(=C2)NC2=C1C(N(C(C1=CC=C2)=O)[C@H]2C(NC(CC2)=O)=O)=O)C2=CC(=NC=C2)C)C)=O